4-formyl-3,3-dimethylpiperidine-1-carboxylic acid tert-butyl ester C(C)(C)(C)OC(=O)N1CC(C(CC1)C=O)(C)C